[2-[[(2R)-2-[[(2R)-2-amino-3-phenyl-propionyl]amino]-6,6,6-trifluoro-hexanoyl]amino]hexanoyl]piperidine-4-carboxylic acid N[C@@H](C(=O)N[C@@H](C(=O)NC(C(=O)N1CCC(CC1)C(=O)O)CCCC)CCCC(F)(F)F)CC1=CC=CC=C1